COC(C1=CC(=C(C(=C1)F)C1=C(N(C=2C=C3C=NN(C3=CC21)C(C(C)(C)C)=O)C2=CC=C(C=C2)F)C(C)C)F)=O 4-[1-(2,2-dimethylpropionyl)-5-(4-fluorophenyl)-6-isopropyl-pyrrolo[2,3-f]indazol-7-yl]-3,5-difluoro-benzoic acid methyl ester